Cl.O1C(NC=C1)=O oxazol-2(3H)-one hydrochloride